[N+](=O)([O-])C1(C(C(=O)Cl)C=CC=C1)C(=O)Cl 2-nitrophthaloyl chloride